(1S,3S)-3-((5-(5-(hydroxymethyl)-1-methyl-1H-1,2,3-triazol-4-yl)pyrazin-2-yl)oxy)cyclohexane-1-carboxylic acid isopropyl ester C(C)(C)OC(=O)[C@@H]1C[C@H](CCC1)OC1=NC=C(N=C1)C=1N=NN(C1CO)C